ethyl (E)-3-(1-acetylpiperidin-4-yl)acrylate C(C)(=O)N1CCC(CC1)/C=C/C(=O)OCC